(1R,3S)-3-[(tert-butoxycarbonyl)amino]cyclohexanecarboxylic acid C(C)(C)(C)OC(=O)N[C@@H]1C[C@@H](CCC1)C(=O)O